C(C\C=C\C)O (E,Z)-pent-3-en-1-ol